6-methyl-4-{6-[4-(4-(2-(piperidin-1-yl)ethoxy)phenyl)piperidin-1-yl]pyridin-3-yl}-1-tosyl-1H-pyrrolo[2,3-c]pyridin-7(6H)-one CN1C(C2=C(C(=C1)C=1C=NC(=CC1)N1CCC(CC1)C1=CC=C(C=C1)OCCN1CCCCC1)C=CN2S(=O)(=O)C2=CC=C(C)C=C2)=O